COC(=O)[C@@H]1C(NC[C@H]1C=1C=NC(=CC1)OC)=O |o1:4,8| (3S*,4R*)-4-(6-methoxypyridin-3-yl)-2-oxopyrrolidine-3-carboxylic acid methyl ester